((3s,5r)-3-isobutyl-5-(4-(trifluoromethyl)phenyl)morpholino)methanone C(C(C)C)[C@H]1COC[C@H](N1C=O)C1=CC=C(C=C1)C(F)(F)F